N-(3-oxa-9-azabicyclo[3.3.1]nonan-7-yl)-1,2,4,5-tetrahydro-[1,4]oxazepino[4,5-a]indole-11-carboxamide C12COCC(CC(C1)NC(=O)C1=C3N(C=4C=CC=CC14)CCOCC3)N2